3,3',5-Triiodothyronine IC=1C=C(C[C@H](N)C(=O)O)C=C(C1OC1=CC(=C(C=C1)O)I)I